tert-butyl 3-(2-(3,4-dimethoxyphenyl)-1,4-dimethyl-1H-benzo[d]imidazol-6-yl)-8-azabicyclo[3.2.1]oct-2-ene-8-carboxylate COC=1C=C(C=CC1OC)C1=NC2=C(N1C)C=C(C=C2C)C2=CC1CCC(C2)N1C(=O)OC(C)(C)C